D(+)-sorbitol OC[C@H](O)[C@@H](O)[C@H](O)[C@H](O)CO